(E)-methyl-2-methoxy-5-(3-oxo-3-(2-oxo-5,6-dihydropyridin-1(2H)-yl)prop-1-en-1-yl)benzoate COC(C1=C(C=CC(=C1)\C=C\C(N1C(C=CCC1)=O)=O)OC)=O